[Si](C)(C)(C(C)(C)C)OC=1C=C(NCC2=CC(=C(C(=C2)OC)OC)OC)C=CC1OC 3-((tert-butyldimethylsilyl)oxy)-4-methoxy-N-(3,4,5-trimethoxybenzyl)aniline